C(CC)(=O)OCCC1=NC(=NC(=C1C1OCCO1)N[C@H](C)C1=C(C(=CC=C1)C(F)F)F)Cl 2-(2-chloro-6-(((R)-1-(3-(difluoromethyl)-2-fluorophenyl)ethyl)amino)-5-(1,3-Dioxolan-2-yl)pyrimidin-4-yl)ethyl propionate